2-Amino-4-(butylamino)-6-(5-(pyrrolidin-1-yl)pentyl)pyrimidin NC1=NC(=CC(=N1)NCCCC)CCCCCN1CCCC1